N,N-diisopropyl-N-ethylamine C(C)(C)N(CC)C(C)C